C(C)(C)(C)OC(=O)N1CC(CCC1)CCOC1=CC(=C(C=C1)C)CNC([C@H](CCC1=CC=CC=C1)NC(=O)OCC1=CC=CC=C1)=O 3-(2-(3-(((S)-2-(((benzyloxy)carbonyl)amino)-4-phenylbutyrylamino)methyl)-4-methylphenoxy)ethyl)piperidine-1-carboxylic acid tert-butyl ester